ClC1=CC2=C(N(C(N=C2N2[C@H](CN[C@@H](C2)C)C)=O)C=2C(=NC=NC2C(C)C)C(C)C)N=C1Cl 6,7-dichloro-1-(4,6-diisopropylpyrimidin-5-yl)-4-((2S,5R)-2,5-dimethylpiperazin-1-yl)pyrido[2,3-d]Pyrimidin-2(1H)-one